BrCCCN1C(NC(C=C1Cl)=O)=O 1-(3-bromopropyl)-6-chloropyrimidine-2,4(1h,3h)-dione